2-(4-(4-cyano-6-((4-cyano-2-fluorobenzyl)oxy)pyridin-2-yl)-2-fluorobenzyl)-1-(2-methoxyethyl)-1H-benzo[d]Imidazole-6-carboxylic acid methyl ester COC(=O)C=1C=CC2=C(N(C(=N2)CC2=C(C=C(C=C2)C2=NC(=CC(=C2)C#N)OCC2=C(C=C(C=C2)C#N)F)F)CCOC)C1